(S)-N-(1-cyanopyrrolidin-3-yl)benzenesulfonamide C(#N)N1C[C@H](CC1)NS(=O)(=O)C1=CC=CC=C1